3-chlorobenzyl ((2S)-3-cyclohexyl-1-((1-hydroxy-3-(2-oxo-8-oxa-1-azaspiro[4.5]decan-3-yl)propan-2-yl)amino)-1-oxopropan-2-yl)carbamate C1(CCCCC1)C[C@@H](C(=O)NC(CO)CC1C(NC2(C1)CCOCC2)=O)NC(OCC2=CC(=CC=C2)Cl)=O